(5RS)-5-(4-bromo-2-chlorobenzyl)-3-{2-chloro-5-[3-(difluoromethyl)phenoxy]pyridin-4-yl}-5,6-dihydro-4H-1,2,4-oxadiazine BrC1=CC(=C(C[C@H]2NC(=NOC2)C2=CC(=NC=C2OC2=CC(=CC=C2)C(F)F)Cl)C=C1)Cl |r|